BrC=1N=C(N(N1)C)N 5-Bromo-2-methyl-1,2,4-triazol-3-amin